methyl (2S)-3-(3-bromo-5-chloro-2-hydroxyphenyl)-2-[(tert-butoxycarbonyl)amino]propanoate BrC=1C(=C(C=C(C1)Cl)C[C@@H](C(=O)OC)NC(=O)OC(C)(C)C)O